C(C)(=O)C1=NN(C2=C(C=C(C=C12)C=1C=NC(=NC1)C)C)CC(=O)N1[C@@H]2C[C@@]2(C[C@H]1C(=O)NC1=NC(=C(C=C1C)F)Br)C (1R,3S,5R)-2-(2-(3-acetyl-7-methyl-5-(2-methylpyrimidin-5-yl)-1H-indazol-1-yl)acetyl)-N-(6-bromo-5-fluoro-3-methylpyridin-2-yl)-5-methyl-2-azabicyclo[3.1.0]hexane-3-carboxamide